C(=O)[C@@H]1C([C@H]1C(=O)OCC1=C(C(=CC(=C1F)F)F)F)(C)C 2,3,5,6-tetrafluorobenzyl (1S,3S)-3-formyl-2,2-dimethylcyclopropanecarboxylate